1-(3,5-difluorobenzyl)-6-(4-methoxy-5H-pyrrolo[3,2-d]pyrimidin-5-yl)-1H-imidazo[4,5-b]pyridin-2-amine FC=1C=C(CN2C(=NC3=NC=C(C=C32)N3C=CC=2N=CN=C(C23)OC)N)C=C(C1)F